C(C1=CC=CC=C1)N1CCC(CC1)(S(=O)(=O)N(C1=CC=C(C=C1)OC(F)(F)F)CC1=CC=C(C=C1)OC)C1=CC=CC=C1 1-benzyl-N-[(4-methoxyphenyl)methyl]-4-phenyl-N-[4-(trifluoromethoxy)phenyl]piperidine-4-sulfonamide